CC1(CC1)NC(O[C@H]1[C@@H](C[C@H](C1)C1=CC(=NN1)NC(CC1=CC(=NO1)C)=O)F)=O |o1:7,8,10| rel-(1R,2R,4S)-2-fluoro-4-(3-(2-(3-methylisoxazol-5-yl)acetamido)-1H-pyrazol-5-yl)cyclopentyl (1-methylcyclopropyl)carbamate